tri-tert-butyl 3,3',3''-(((2R,3R,4R,5S)-2-((2-(((benzyloxy)carbonyl)amino)ethoxy)methyl)tetrahydro-2H-pyran-3,4,5-triyl)tris(oxy))tripropionate C(C1=CC=CC=C1)OC(=O)NCCOC[C@H]1OC[C@@H]([C@H]([C@@H]1OCCC(=O)OC(C)(C)C)OCCC(=O)OC(C)(C)C)OCCC(=O)OC(C)(C)C